NCC=C 3-aminopropen